OCC(CC=1C=C(C=CC1)[O-])C(CC1=CC(=CC=C1)O)CO 3-[2,3-bis(hydroxymethyl)-4-(3-hydroxyphenyl)butyl]phenolate